N-(4-ethoxyphenyl)-5-(indolin-1-ylsulfonyl)-2-methoxybenzamide C(C)OC1=CC=C(C=C1)NC(C1=C(C=CC(=C1)S(=O)(=O)N1CCC2=CC=CC=C12)OC)=O